C1(=CC=CCC1)[Ru](=C=O)(=C=O)=C=O (1,3-cyclohexadienyl)tricarbonylruthenium